4,5,6,7-tetrahydro-1H-pyrrolo[2,3-C]pyridine N1C=CC2=C1CNCC2